NC1=NC=C(C(=N1)NCCOCCO)OC1=CC(=NC=C1C(C)C)Br 2-(2-((2-amino-5-((2-bromo-5-isopropylpyridin-4-yl)oxy)pyrimidin-4-yl)amino)ethoxy)ethanol